C1(CC1)C1=NC=NC(=C1C1=NC=C2C=CC(NC2=C1F)=O)OC 7-(4-cyclopropyl-6-methoxypyrimidin-5-yl)-8-fluoro-1,6-naphthyridin-2-one